BrC=1N(N=C2C=C(C=CC12)C1=NC=CC=C1)CCCN(C)C 3-(3-bromo-6-(pyridin-2-yl)-2H-indazol-2-yl)-N,N-dimethylpropan-1-amine